Cl.NCC1=CC(=CS1)C(=N)N 5-(aminomethyl)thiophene-3-carboxamidine hydrochloride